O(C1=CC=CC=C1)C1=CC=C(C=C1)C1=NN(C2=NC=NC(=C21)N)C2CCN(CC2)C2CCN(CC2)CC2CCNCC2 3-(4-phenoxyphenyl)-1-(1'-(piperidin-4-ylmethyl)-(1,4'-bipiperidin)-4-yl)-1H-pyrazolo(3,4-d)pyrimidin-4-amine